C(C)(C)(C)OC(=O)N[C@@H](CCCCC1=NC=CC(=C1)N(C(OC(C)(C)C)=O)C1=CC(=NN1C(C)(C)C)[C@@H]1C[C@@H](CC1)O)C tert-butyl (2-((R)-5-((tert-butoxycarbonyl)amino)hexyl)pyridin-4-yl)(1-(tert-butyl)-3-((1S,3R)-3-hydroxycyclopentyl)-1H-pyrazol-5-yl)carbamate